O-pivaloylhydroxyl-ammonium trifluoromethanesulfonate FC(S(=O)(=O)[O-])(F)F.C(C(C)(C)C)(=O)O[NH3+]